Pregna-1,4-diene-3,20-dione CC([C@H]1CC[C@H]2[C@@H]3CCC4=CC(C=C[C@]4(C)[C@H]3CC[C@]12C)=O)=O